4-(7-bromo-2-chloro-8-fluoro-6-iodo-quinazolin-4-yl)-1,4-oxazepane BrC1=C(C=C2C(=NC(=NC2=C1F)Cl)N1CCOCCC1)I